6-(1-(3-(1H-1,2,3-triazol-1-yl)propanoyl)-1,2,5,6-tetrahydropyridin-3-yl)-7-fluoro-4-(2-methoxy-4-(piperazin-1-yl)phenyl)-N,N-dimethyl-1H-indole-2-carboxamide N1(N=NC=C1)CCC(=O)N1CC(=CCC1)C1=CC(=C2C=C(NC2=C1F)C(=O)N(C)C)C1=C(C=C(C=C1)N1CCNCC1)OC